Cl.Cl.CN(C/C=C/C(=O)N(CCC1CCOCC1)C1=C2CNCC2=CC=C1)C (E)-4-(Dimethylamino)-N-(isoindolin-4-yl)-N-(2-(tetrahydro-2H-pyran-4-yl)ethyl)but-2-enamide dihydrochloride